tert-butyl (4-cyclopropyl-1-((4-((dimethylamino)methyl)benzyl)amino)-1-oxobut-2-yl)carbamate C1(CC1)CCC(C(=O)NCC1=CC=C(C=C1)CN(C)C)NC(OC(C)(C)C)=O